ClC1=C(C=2N=C(N=CC2C(=N1)NC=1C=NN(C1)C1=CC(=CC=C1)Cl)SC)F 7-chloro-N-(1-(3-chlorophenyl)-1H-pyrazol-4-yl)-8-fluoro-2-(methylthio)pyrido[4,3-d]pyrimidin-5-amine